C(C(=O)OCC)(=O)OCCC(CC=C(CCCCC)C)C 3,6-dimethylundec-5-en-1-yl ethyl oxalate